1-(6,7-dihydro-5H-benzo[6,7]cyclohepta[1,2-c]pyridazin-3-yl)-N3-(4-(4-(piperidin-1-yl)piperidin-1-ylprop-1-enyl)phenyl)-1H-1,2,4-triazole-3,5-diamine N1=NC(=CC2=C1C1=C(CCC2)C=CC=C1)N1N=C(N=C1N)NC1=CC=C(C=C1)C=CCN1CCC(CC1)N1CCCCC1